BrC1=CC=C2C(=N1)C(CN2C2=NC(=NC=C2C(=O)OC(C)C)NC2=C(C=C(C(=C2)[N+](=O)[O-])N(C)CCN(C)C)OC)(C)C isopropyl 4-(5-bromo-3,3-dimethyl-2,3-dihydro-1H-pyrrolo[3,2-b]pyridin-1-yl)-2-((4-((2-(dimethylamino) ethyl)(methyl)amino)-2-methoxy-5-nitrophenyl)amino)pyrimidine-5-carboxylate